NCCN1C(CCC1)=O 1-(2-aminoethyl)-pyrrolidone